(((hydroxy)benzylamino)(4-methylphenyl)methyl)diphenylphosphine oxide ON(CC1=CC=CC=C1)C(C1=CC=C(C=C1)C)P(C1=CC=CC=C1)(C1=CC=CC=C1)=O